(1R,3aS,6aR)-2-((S)-2-fluoro-2-(3-fluorophenyl)propanoyl)-N-((R)-4-fluoro-3-oxo-1-((S)-2-oxopyrrolidin-3-yl)butan-2-yl)octahydrocyclopenta[c]pyrrole-1-carboxamide F[C@@](C(=O)N1[C@H]([C@H]2[C@@H](C1)CCC2)C(=O)N[C@H](C[C@H]2C(NCC2)=O)C(CF)=O)(C)C2=CC(=CC=C2)F